3,5-bis((1-isopropyl-1H-1,2,3-triazol-4-yl)methylene)-1-p-toluenesulfonylpiperidin-4-one C(C)(C)N1N=NC(=C1)C=C1CN(CC(C1=O)=CC=1N=NN(C1)C(C)C)S(=O)(=O)C1=CC=C(C)C=C1